dichloro(diphenylphosphinoferrocene) palladium [Pd].ClC1=C([C-](C=C1)P(C1=CC=CC=C1)C1=CC=CC=C1)Cl.[CH-]1C=CC=C1.[Fe+2]